BrCC1CCC(CC1)CCCC 1-bromomethyl-4-butylcyclohexane